CC1=CC=C2C=NC(=NC2=C1C=1C=C(C=CC1)NC(C=C)=O)NC=1C=NC(=CC1)N1CCN(CC1)C N-(3-(7-methyl-2-((6-(4-methylpiperazin-1-yl)pyridin-3-yl)amino)quinazolin-8-yl)phenyl)acrylamide